CC=1C=C2C=CN(C2=CC1)C1=C(C=CC=C1)[N+]#[C-] 5-methyl-1-(2-isocyanophenyl)-indole